2-[4-(2-aminoethyl)piperazin-1-yl]ethanamine NCCN1CCN(CC1)CCN